FC1=NC(=C2N=CN(C2=N1)C1OCCCCC1)NCC1=CC(=CC=C1)C(F)(F)F 2-fluoro-6-{[3-(trifluoromethyl)benzyl]amino}-9-(oxepan-2-yl)-9H-purine